tungsten-antimony-tellurium [Te].[Sb].[W]